(R)-2-amino-3-(3-bromo-5-(1,3,5-trimethyl-1H-pyrazol-4-yl)benzamido)propanoic acid N[C@@H](C(=O)O)CNC(C1=CC(=CC(=C1)C=1C(=NN(C1C)C)C)Br)=O